CC(C(=O)N1C[C@@H]2N(C3=C(N(C2)C2=CC=C(C=C2)C(F)(F)F)C=CC=N3)CC1)C |o1:6| (R)- or (S)-2-methyl-1-(5-(4-(trifluoromethyl)phenyl)-5,6,6a,7,9,10-hexahydro-8H-pyrazino[1,2-a]pyrido[3,2-e]pyrazin-8-yl)propan-1-one